O=S1(CCN(CC1)C=1C(=C(C(=O)N)C=CC1C1=NC=CC2=C1C=CN2)CCC)=O 1,1-dioxidothiomorpholino(propyl)-4-(1H-pyrrolo[3,2-c]pyridin-4-yl)benzamide